tetramethyl-1,4,7,10-tetraazacyclododecane-1,4,7,1-O-tetraacetic acid CC1(C(N(CCNCCN(CCN1CC(=O)O)CC(=O)O)CC(=O)OCC(=O)O)(C)C)C